CC=1OC=C(N1)CN1CCN(CC1)C(=O)N1C[C@H](CC1)C1=NC=NN1 [4-[(2-Methyloxazol-4-yl)methyl]piperazin-1-yl]-[(3S)-3-(1H-1,2,4-triazol-5-yl)pyrrolidin-1-yl]methanone